COCC1CCC(CC1)CN1[C@@H]([C@H]([C@@H]([C@H](C1)O)O)O)C (2R,3R,4R,5S)-1-((4-(methoxymethyl)cyclohexyl)methyl)-2-methylpiperidine-3,4,5-triol